BrC1=C(C(=C2C(NC=NC2=C1)=O)OCCNCC=1C=NC=CC1)Cl 7-bromo-6-chloro-5-(2-((pyridin-3-ylmethyl)amino)ethoxy)quinazolin-4(3H)-one